BrC1=CC=2C[C@H]3OC(=CN[C@H]3C2C=C1)C (2S,4aS,9aR)-7-bromo-2-methyl-4,4a,9,9a-tetrahydroindeno[2,1-b][1,4]oxazin